(3-Benzoyl-1-(2-(5-fluoro-1-(4-methoxybenzyl)piperidin-2-yl)benzyl)thioureido)-1H-imidazole-5-carboxamide C(C1=CC=CC=C1)(=O)NC(N(CC1=C(C=CC=C1)C1N(CC(CC1)F)CC1=CC=C(C=C1)OC)N1C=NC=C1C(=O)N)=S